COC1=NC=C(C=C1C(F)(F)F)B(O)O 2-methoxy-3-(trifluoromethyl)pyridine-5-boronic acid